N-lysyl-glutamate N[C@@H](CCCCN)C(=O)N[C@@H](CCC(=O)[O-])C(=O)[O-]